ClC=1C(=CC2=C(C[C@](O2)(C2=CC=CC=C2)[C@H]2N(CCC2)C(=O)OC(C)(C)C)C1C1=C(C(=CC=C1C#N)OCCO)F)F tert-butyl (S)-2-((2S,4R)-5-chloro-4-(6-cyano-2-fluoro-3-(2-hydroxyethoxy)phenyl)-6-fluoro-2-phenyl-2,3-dihydrobenzofuran-2-yl)pyrrolidine-1-carboxylate